BrC=1C=C(C=CC1)NC(=O)NC1=CC(=CC(=C1)OC(F)(F)F)F 1-(3-bromophenyl)-3-(3-fluoro-5-trifluoromethoxyphenyl)urea